5-chloro-2-tritylpyrazolo[4,3-b]pyridine ClC=1C=CC=2C(N1)=CN(N2)C(C2=CC=CC=C2)(C2=CC=CC=C2)C2=CC=CC=C2